4-vinyl-4-[methoxy(methyl)carbamoyl]piperidine-1-carboxylic acid tert-butyl ester C(C)(C)(C)OC(=O)N1CCC(CC1)(C(N(C)OC)=O)C=C